2-fluoro-N-(6-(5-fluoro-4-methylpyridin-3-yl)imidazo[1,2-a]pyridin-2-yl)cyclopropane-1-carboxamide FC1C(C1)C(=O)NC=1N=C2N(C=C(C=C2)C=2C=NC=C(C2C)F)C1